C[Si](OC)(OC)CCCNCCC[Si](C)(OC)OC bis-(methyldimethoxysilylpropyl)amine